(2-(4-ethylpiperazin-1-yl)ethyl)carbamic acid methyl ester COC(NCCN1CCN(CC1)CC)=O